FC=1C=C(C=C(C1)C(F)(F)F)C(C)OC=1C(=NC=CC1)C1=CC(=CN1C)C(=O)OC methyl 5-(3-{1-[3-fluoro-5-(trifluoromethyl)phenyl]ethoxy}pyridin-2-yl)-1-methyl-1H-pyrrole-3-carboxylate